C(C)(C)(C)C=1C=C(C(=O)OCC(COC(C2=CC(=CC(=C2)C(C)(C)C)C(C)(C)C)=O)(COC(=O)C2=C(NC=C2C)C)COC(C2=CC(=CC(=C2)C(C)(C)C)C(C)(C)C)=O)C=C(C1)C(C)(C)C 2-(((3,5-Di-tert-butylbenzoyl)oxy)methyl)-2-(((2,4-dimethyl-1H-pyrrole-3-carbonyl)oxy)methyl)propane-1,3-diyl bis(3,5-di-tert-butylbenzoate)